FC1=C(CN(C=2SC(=C(C2C(=O)O)CN(C)C)C2=CC=C(C=C2)Br)C(=O)OCC(C)C)C(=CC=C1)F 2-[(2,6-difluorobenzyl)isobutoxycarbonylamino]-4-dimethylaminomethyl-5-(4-bromophenyl)thiophene-3-carboxylic acid